NC=1C(=NC(=C(N1)C1=CC=C(C=C1)F)C1=CN(C(C(=C1)C)=O)C)C(=O)NCC1=C(C=CC=C1)OC 3-amino-6-(1,5-dimethyl-6-oxo-1,6-dihydropyridin-3-yl)-5-(4-fluorophenyl)-N-(2-methoxyphenylmethyl)pyrazine-2-carboxamide